Pyridin-2-ylmethyl 3-chloro-6-(2-chloro-4-(trifluoromethyl) phenyl)picolinate ClC=1C(=NC(=CC1)C1=C(C=C(C=C1)C(F)(F)F)Cl)C(=O)OCC1=NC=CC=C1